C(C)C1=C(C=CC=C1F)NC1=C(NC2=C1C(NCC2)=O)C2=C(C=NC=C2)OC[C@@H]2N(CCC2)C(C=C)=O 3-[(2-ethyl-3-fluorophenyl)amino]-2-(3-{[(2R)-1-(prop-2-enoyl)pyrrolidin-2-yl]methoxy}pyridin-4-yl)-1H,5H,6H,7H-pyrrolo[3,2-c]pyridin-4-one